3-Cyano-3-[(1,3-dioxoisoindolin-2-yl)methyl]piperidine-1-carboxylic acid tert-butyl ester C(C)(C)(C)OC(=O)N1CC(CCC1)(CN1C(C2=CC=CC=C2C1=O)=O)C#N